(3R,4R)-3-(2,3-dihydro-1H-pyrrolo[3,2,1-ij]quinolin-6-yl)-4-(1H-indol-3-yl)pyrrolidine-2,5-dione C1CN2CC=C(C3=CC=CC1=C23)[C@@H]2C(NC([C@H]2C2=CNC3=CC=CC=C23)=O)=O